α,α-dimethoxy-2-phenylacetophenone COC(C(=O)C1=CC=CC=C1)(C1=CC=CC=C1)OC